(2R,3R,4R,5R)-2-(acetoxymethyl)-5-(4-chloro-1H-[1,2,3]triazolo[4,5-c]pyridin-1-yl)tetrahydrofuran-3,4-diyl diacetate C(C)(=O)O[C@@H]1[C@H](O[C@H]([C@@H]1OC(C)=O)N1N=NC=2C(=NC=CC21)Cl)COC(C)=O